(R)-2-(4-((1-(azetidin-3-yl)piperidin-3-yl)amino)-6,7-dihydro-5H-cyclopenta[d]pyridazin-1-yl)-5-fluorophenol N1CC(C1)N1C[C@@H](CCC1)NC=1C2=C(C(=NN1)C1=C(C=C(C=C1)F)O)CCC2